Cl.O1[C@H]2[C@@H](NCC1)CN(C2)C2=NC1=C(N2CC2=NC=C(C#N)C=C2)C=CC=C1 6-((2-((4aS,7aR)-Hexahydropyrrolo[3,4-b][1,4]oxazin-6(2H)-yl)-1H-benzo[d]imidazol-1-yl)methyl)nicotinonitril-hydrochlorid